C(#N)C=1C=C2C(=NC1)N(C=N2)C2=NC=C(C(=O)NC[C@H](C(C)(C)O)F)C(=C2)NC=2C=NN(C2)C(F)F (R)-6-(6-cyano-3H-imidazo[4,5-b]pyridin-3-yl)-4-((1-(difluoromethyl)-1H-pyrazol-4-yl)amino)-N-(2-fluoro-3-hydroxy-3-methylbutyl)nicotinamide